C(=O)(O)CC1=CC(=C(C(=O)NC=2C=C(C(C(=O)O)=CC2)C(=O)O)C=C1O)O 4-(4-(carboxymethyl)-2,5-dihydroxybenzoylamino)phthalic acid